6-chloro-N-[5-chloro-2-nitro-4-(trifluoromethyl)phenyl]-2-(2-pyridyl)-5-(trifluoromethyl)-4-pyrimidinamine ClC1=C(C(=NC(=N1)C1=NC=CC=C1)NC1=C(C=C(C(=C1)Cl)C(F)(F)F)[N+](=O)[O-])C(F)(F)F